C(C)(C)(C)OC(=O)NC=1C=CC2=C(N=C(O2)C2=C3C=C(N=CC3=C(N=C2)NC)NC2=CC=CC(=N2)OCCCC(=O)OC)C1 methyl 4-[[6-[[5-[5-(tert-butoxycarbonylamino)-1,3-benzoxazol-2-yl]-8-(methylamino)-2,7-naphthyridin-3-yl]amino]-2-pyridyl]oxy]butanoate